2,3-dihydrobenzo[b][1,4]thiazepin-4(5H)-one S1C2=C(NC(CC1)=O)C=CC=C2